hydroxyl-phenyl-phosphonium O[PH2+]C1=CC=CC=C1